7-Fluoro-8-(7-fluoro-1-methylsulfonyl-1H-indol-4-yl)-1,4,4-trimethyl-9-(trifluoromethyl)-5H-[1,2,4]triazolo[4,3-a]quinoxaline FC=1C=C2NC(C=3N(C2=C(C1C1=C2C=CN(C2=C(C=C1)F)S(=O)(=O)C)C(F)(F)F)C(=NN3)C)(C)C